3-(2-chloro-6-methyl-4-pyridinyl)-2-(3-cyanophenyl)-N-(morpholin-2-ylmethyl)pyrazolo[1,5-a]pyrimidine-5-carboxamide ClC1=NC(=CC(=C1)C=1C(=NN2C1N=C(C=C2)C(=O)NCC2CNCCO2)C2=CC(=CC=C2)C#N)C